N=1C=CC2=CC(C=CC12)=O indole-5-one